C(C)N(C1=CC(=CC=C1)OC)CC(CS(=O)(=O)O)O N-ethyl-N-(2-hydroxy-3-Sulfopropyl)-3-methoxyaniline